FC(C1=NC2=CC=C(C=C2C=C1)CN1C[C@H](CC1)OC=1C=C2CN(C(C2=CC1)=O)C1C(NC(CC1)=O)=O)F 3-(5-(((S)-1-((2-(Difluoromethyl)quinolin-6-yl)methyl)pyrrolidin-3-yl)oxy)-1-oxoisoindolin-2-yl)piperidine-2,6-dione